NC(CNC(=O)C1=CN=C2N1C=C(C=C2)C2=C(N=CN2CC(F)F)C2=CC=C(C=C2)F)=O N-(2-amino-2-oxoethyl)-6-(1-(2,2-difluoroethyl)-4-(4-fluorophenyl)-1H-imidazol-5-yl)imidazo[1,2-a]pyridine-3-carboxamide